FC(C=1C(NC(N(N1)C1=CC(=C(C(=C1)C)CC1=CC=C2C(=N1)C(=CN2)C(C)C)C)=O)=O)F 6-(difluoromethyl)-2-(4-((3-isopropyl-1H-pyrrolo[3,2-b]pyridin-5-yl)methyl)-3,5-dimethylphenyl)-1,2,4-triazine-3,5(2H,4H)-dione